3-Chloro-6-fluoro-5-isopropyl-8-((2R,3S)-2-methyl-3-((methanesulfonyl)methyl)azetidin-1-yl)isoquinoline trithiophosphite P(S)(S)S.ClC=1N=CC2=C(C=C(C(=C2C1)C(C)C)F)N1[C@@H]([C@H](C1)CS(=O)(=O)C)C